CC1=NN(C=2C1=NC(=CC2NCC=2N=NN(N2)C)C=2C(=NC=CC2)OCCC)C(CC)C 3-methyl-1-[1-methylpropyl]-N-[(2-methyltetrazol-5-yl)methyl]-5-(2-propoxy-3-pyridinyl)pyrazolo[4,3-b]pyridin-7-amine